Ethyl 3-(3-((2-(3-((6-fluoro-4-(methylsulfonyl)-1-tosyl-1H-indol-5-yl)oxy)phenyl)thiazol-4-yl)methyl)phenyl)propanoate FC1=C(C(=C2C=CN(C2=C1)S(=O)(=O)C1=CC=C(C)C=C1)S(=O)(=O)C)OC=1C=C(C=CC1)C=1SC=C(N1)CC=1C=C(C=CC1)CCC(=O)OCC